ClC1=C(CN(S(=O)(=O)C2=C(C(=C(C(=C2F)F)F)F)F)CC(=O)N(CC2=NC(=CC(=N2)C2CC2)C2CC2)C2=C(C=C(C(=O)O)C=C2)OC2CC2)C=CC(=C1)F 4-(2-(N-(2-chloro-4-fluorobenzyl)-(2,3,4,5,6-pentafluorophenyl)sulfonamido)-N-((4,6-dicyclopropylpyrimidin-2-yl)methyl)acetamido)-3-cyclopropoxybenzoic acid